tert-butyl N-[(1R,3S)-3-hydroxycyclopentyl]carbamate O[C@@H]1C[C@@H](CC1)NC(OC(C)(C)C)=O